2-(2-amino-ethyl)-1'-(4-(propan-2-ylidene)cyclohexyl)-1,2-dihydro-3H-spiro[isoquinoline-4,4'-piperidin]-3-one NCCN1CC2=CC=CC=C2C2(CCN(CC2)C2CCC(CC2)=C(C)C)C1=O